2-[6-(8-azabicyclo[3.2.1]oct-2-en-3-yl)pyridazin-3-yl]-5-(1H-pyrazol-4-yl)phenol C12C=C(CC(CC1)N2)C2=CC=C(N=N2)C2=C(C=C(C=C2)C=2C=NNC2)O